N[C@H](C(=O)NC1=C(C(=C(C=C1)C(F)(F)F)Cl)C(=O)C1=NC(=CC=C1F)OC)C (2S)-2-amino-N-[3-chloro-2-(3-fluoro-6-methoxy-pyridine-2-carbonyl)-4-(trifluoromethyl)phenyl]propanamide